2-((4-(2,7-diazaspiro[3.5]nonan-2-yl)pyrimidin-5-yl)oxy)-5-fluoro-N-isopropyl-N-phenylbenzamide hydrochloride Cl.C1N(CC12CCNCC2)C2=NC=NC=C2OC2=C(C(=O)N(C1=CC=CC=C1)C(C)C)C=C(C=C2)F